2-butyl-4-(4-(((3S,4S)-3-fluoropiperidin-4-yl)oxy)phenyl)-2,7-naphthyridin-1(2H)-one TFA salt OC(=O)C(F)(F)F.C(CCC)N1C(C2=CN=CC=C2C(=C1)C1=CC=C(C=C1)O[C@@H]1[C@H](CNCC1)F)=O